tert-butyl (S)-2-(((6-benzyl-2-(3,3,3-trifluoro-2,2-dimethylpropanoyl)-2,6-diazaspiro[3.4]octan-8-yl)methoxy)methyl)-6-(4,4-difluorocyclohexyl)benzoate C(C1=CC=CC=C1)N1CC2(CN(C2)C(C(C(F)(F)F)(C)C)=O)[C@@H](C1)COCC1=C(C(=O)OC(C)(C)C)C(=CC=C1)C1CCC(CC1)(F)F